erbium-aluminum-ytterbium [Yb].[Al].[Er]